(S)-2-amino-1-phenylethylalcohol NC[C@H](C1=CC=CC=C1)O